OC[C@@H]1N([C@@H](C[C@@H]1NCC1=CC=C(C=C1)OC)C)C(=O)OCC1=CC=CC=C1 benzyl (2R,3S,5R)-2-(hydroxymethyl)-3-[[(4-methoxyphenyl)methyl]amino]-5-methylpyrrolidine-1-carboxylate